C(C(C)C)OC(C(CC(=O)OCC(C)C)CC1=CC=CC=C1)=O benzylsuccinic acid diisobutyl ester